1-(5-phenyl-4,5-dihydro-1H-pyrazole-1-carbonyl)cyclopropanecarbonitrile C1(=CC=CC=C1)C1CC=NN1C(=O)C1(CC1)C#N